tert-Butyl N-[2-amino-1-[(1-methyl-3-oxo-2,4-dihydroquinoxalin-2-yl)methyl]-2-oxo-ethyl]carbamate NC(C(CC1N(C2=CC=CC=C2NC1=O)C)NC(OC(C)(C)C)=O)=O